C1C(CC2=CC=CC=C12)NC(C1=C(C=C(C(=C1)F)N1N=C(N(C1=O)C)CC)O[C@@H](C)CCC)=O N-(2,3-dihydro-1H-inden-2-yl)-4-(3-ethyl-4-methyl-5-oxo-4,5-dihydro-1H-1,2,4-triazol-1-yl)-5-fluoro-2-[(2S)-pentan-2-yloxy]benzamide